C(=O)=O.[Li] lithium Carbon dioxide